C(C)(C)(C)C1=NN=C(S1)OC1=CC=C(C=C1)C1CCN(CC1)C(=O)C=1C=CC(=C(C1)NS(=O)(=O)CC1=CC=CC=C1)C N-(5-(4-(4-((5-(tert-butyl)-1,3,4-thiadiazol-2-yl)oxy)phenyl)piperidine-1-carbonyl)-2-methyl-phenyl)-1-phenylmethanesulfonamide